ethyl 3-(3-((tert-butoxycarbonyl)amino)pyrrolidin-3-yl)propanoate C(C)(C)(C)OC(=O)NC1(CNCC1)CCC(=O)OCC